CO/C=C(\\C1=CC=CC=C1COC2=NC(=NC(=C2)C(F)(F)F)NC3=C(C=C(C=C3)Cl)Cl)/C(=O)OC The molecule is a member of the class of pyrimidines that is pyrimidine which is substituted at positions 2, 4, and 6 by 2,4-dichloroanilino, trifluoromethyl, and {2-[(1E)-1,3-dimethoxy-3-oxoprop-1-en-2-yl]benzyl}oxy groups, respectively. An acaricide used for the control of mites on citrus and cotton crops. It has a role as an acaricide. It is a member of pyrimidines, a dichlorobenzene, an enol ether, an organofluorine compound, an aromatic ether, a secondary amino compound, a methyl ester and a substituted aniline.